(1-(2-(2-methoxyethoxy)ethyl)-3-(pyridin-2-yl)-1H-pyrazol-4-yl)-6-((6-(4-methylpiperazin-1-yl)-5-(trifluoromethyl)pyridin-3-yl)amino)picolinamide COCCOCCN1N=C(C(=C1)C=1C(=NC(=CC1)NC=1C=NC(=C(C1)C(F)(F)F)N1CCN(CC1)C)C(=O)N)C1=NC=CC=C1